(4-hydroxymethyl-phenyl)porphyrin OCC1=CC=C(C=C1)C1=C2NC(=C1)C=C1C=CC(=N1)C=C1C=CC(N1)=CC=1C=CC(N1)=C2